N-((1H-PYRROLO[3,2-C]PYRIDIN-2-YL)METHYL)-2-(3-((4-METHOXYBUTYL)AMINO)-6-(1-METHYL-1H-PYRAZOL-4-YL)-2-OXOPYRAZIN-1(2H)-YL)ACETAMIDE TRIFLUOROACETATE FC(C(=O)O)(F)F.N1C(=CC=2C=NC=CC21)CNC(CN2C(C(=NC=C2C=2C=NN(C2)C)NCCCCOC)=O)=O